C(C)[Si](CC)(CC)C[Li] (triethylsilyl)methyllithium